bis(2-methoxypropyl)amine COC(CNCC(C)OC)C